C(C)(=O)C1=C(C2=C(N=C(N=C2)NC2=CC=C(C=N2)N2CCC(CC2)CN2CCN(CC2)C2=CC=C(C=C2)C2C(NC(CC2)=O)=O)N(C1=O)C1CCCC1)C 3-(4-(4-((1-(6-((6-acetyl-8-cyclopentyl-5-methyl-7-oxo-7,8-dihydropyrido[2,3-d]pyrimidin-2-yl)amino)pyridin-3-yl)piperidin-4-yl)methyl)piperazin-1-yl)phenyl)piperidine-2,6-dione